(hydroxymethyl)-7-(8-azidooctyl)-7-aza-bicyclo[4.1.0]heptane OCC12CCCCC2N1CCCCCCCCN=[N+]=[N-]